N-(methyl(oxo)(propyl)-λ6-sulfanylidene)-4-(5-(trifluoromethyl)-1,2,4-oxadiazol-3-yl)benzamide CS(=NC(C1=CC=C(C=C1)C1=NOC(=N1)C(F)(F)F)=O)(CCC)=O